CN(C=1C(=CC=CC1)C)C N,N-dimethyl-o-toluidine